tert-Butyl ((1S)-5,6-dichloro-8-(cyanomethoxy)-9-(1-(tetrahydro-2H-pyran-2-yl)-1H-pyrazol-4-yl)-2,3-dihydro-1H-pyrrolo[1,2-a]indol-1-yl)carbamate ClC1=C(C=C(C=2C(=C3N(C12)CC[C@@H]3NC(OC(C)(C)C)=O)C=3C=NN(C3)C3OCCCC3)OCC#N)Cl